tert-butyl 3-[7-[8-ethyl-7-fluoro-3-(methoxymethoxy)-1-naphthyl]-8-fluoro-2-methylsulfonyl-pyrido[4,3-d]pyrimidin-4-yl]-3,8-diazabicyclo[3.2.1]octane-8-carboxylate C(C)C=1C(=CC=C2C=C(C=C(C12)C1=C(C=2N=C(N=C(C2C=N1)N1CC2CCC(C1)N2C(=O)OC(C)(C)C)S(=O)(=O)C)F)OCOC)F